N(=C=O)C1CC(CC(C1)(C)C)C 3-isocyanato-1,5,5-trimethylcyclohexane